(1-{5-[(2,6-dichlorophenyl)methoxy]pyrazin-2-yl}pyrazol-3-yl)methanol ethyl-(2S,3S)-3-((S)-1-naphthylethylamino)-bicyclo[2.2.2]octane-2-carboxylate C(C)C12[C@@H]([C@H](C(CC1)CC2)NCCC2=CC=CC1=CC=CC=C21)C(=O)OCC2=NN(C=C2)C2=NC=C(N=C2)OCC2=C(C=CC=C2Cl)Cl